CN(C1CCC(CC1)NC=1N=CC2=C(N1)N(C(C(=C2)C2=CC(=C(C=C2F)NS(=O)(=O)CC2=CC=C(C=C2)F)F)=O)C(C)C)C N-(4-(2-(((1r,4r)-4-(Dimethylamino)cyclohexyl)amino)-8-isopropyl-7-oxo-7,8-dihydropyrido[2,3-d]pyrimidin-6-yl)-2,5-difluorophenyl)-1-(4-fluorophenyl)methanesulfonamide